N1C(C(C2=CC=CC=C12)=O)=O 2,3-dihydro-1H-indole-2,3-dione